3-(1,2-dimethyl-5-trifluoromethyl-1H-indol-3-yl)-N-(4-fluorophenyl)propanamide CN1C(=C(C2=CC(=CC=C12)C(F)(F)F)CCC(=O)NC1=CC=C(C=C1)F)C